C1(CC1)N1N=NC=C1 N-cyclopropyl-1H-triazole